tert-butyl (3R,4R)-4-({[4'-chloro-4-(trifluoromethoxy)biphenyl-3-yl]carbamoyl}amino)-3-(4-fluorophenyl)piperidine-1-carboxylate ClC1=CC=C(C=C1)C1=CC(=C(C=C1)OC(F)(F)F)NC(=O)N[C@H]1[C@@H](CN(CC1)C(=O)OC(C)(C)C)C1=CC=C(C=C1)F